BrC1=C(C2=C(C(CO2)=C)C=C1)F 6-Bromo-7-fluoro-3-methylidene-2,3-dihydrobenzofuran